BrC=1C=C2C(=CC1)C(N(C[C@@]21[C@@H](C1)F)CC(=O)NC1=NC=C2C(=N1)NN=C2)=O 2-[(2'R,4S)-6-bromo-2'-fluoro-1-oxospiro[3H-isoquinoline-4,1'-cyclopropane]-2-yl]-N-(1H-pyrazolo[3,4-d]pyrimidin-6-yl)acetamide